indenyl-tert-butylamino-hafnium dichloride [Cl-].[Cl-].C1(C=CC2=CC=CC=C12)[Hf+2]NC(C)(C)C